CC1C(NC=C(C1=O)C(=O)N)=O 3-methyl-2,4-dioxo-1,2,3,4-tetrahydropyridine-5-carboxamide